2-(6-((E)-((1S,2S,5R)-2-fluoro-1,5-dimethyl-8-azabicyclo[3.2.1]octan-3-ylidene)methyl)-1,2,4-triazin-3-yl)-5-(5-methyl-2H-tetrazol-2-yl)phenol F[C@@H]\1[C@@]2(CC[C@](C/C1=C\C1=CN=C(N=N1)C1=C(C=C(C=C1)N1N=C(N=N1)C)O)(N2)C)C